C(C)(C)(C)C1=C(OC2=C(C=C(C=C2)C2=NOC(=N2)CN2C(N(C3(C2=O)CCN(CC3)C(=O)OC(C)(C)C)CCN3CCOCC3)=O)C(F)(F)F)C=CC=C1 tert-butyl 3-((3-(4-(2-(tert-butyl)phenoxy)-3-(trifluoromethyl)phenyl)-1,2,4-oxadiazol-5-yl)methyl)-1-(2-morpholinoethyl)-2,4-dioxo-1,3,8-triazaspiro[4.5]decane-8-carboxylate